methyl 6-chloro-2-fluoronicotinate ClC1=NC(=C(C(=O)OC)C=C1)F